N-((6-(4-(4-cyanophenyl)-5-methoxy-1H-pyrazol-1-yl)pyridin-3-yl)sulfonyl)-acetamide C(#N)C1=CC=C(C=C1)C=1C=NN(C1OC)C1=CC=C(C=N1)S(=O)(=O)NC(C)=O